1-methyl-6-((2-oxocyclopentyl)thio)-5-phenyl-1H-pyrazolo[3,4-d]pyrimidin-4(5H)-one CN1N=CC2=C1N=C(N(C2=O)C2=CC=CC=C2)SC2C(CCC2)=O